(8S,9S,10R,11S,13S,14S,17R)-17-glycoloyl-11-hydroxy-10,13-dimethyl-3-oxo-2,3,6,7,8,9,10,11,12,13,14,15,16,17-tetradecahydro-1H-cyclopenta[a]phenanthren-17-yl 2-methylpropanoate CC(C(=O)O[C@@]1(CC[C@H]2[C@@H]3CCC4=CC(CC[C@@]4([C@H]3[C@H](C[C@]12C)O)C)=O)C(CO)=O)C